CC1=NC=C(C=N1)[C@@H](CC(=O)O)N1N=C(C=C1)CCCC1=NC=2NCCCC2C=C1 |r| (±)-3-(2-Methylpyrimidin-5-yl)-3-(3-(3-(5,6,7,8-tetrahydro-1,8-naphthyridin-2-yl)propyl)-1H-pyrazol-1-yl)propanoic acid